C(C)N1N=CC(=C1F)NC1=NC=2C=C(C(=C(C2C=N1)N)F)C1=C(C2=C(OCCN2)N=C1)C N~2~-(1-ethyl-5-fluoro-1H-pyrazol-4-yl)-6-fluoro-7-(8-methyl-2,3-dihydro-1H-pyrido[2,3-b][1,4]oxazin-7-yl)quinazoline-2,5-diamine